C(C1=CC=CC=C1)NC1=NC(=NN2C1=CC=C2)N2C(=CC1=C(C=CC=C21)[N+](=O)[O-])C N-benzyl-2-(2-methyl-4-nitro-1H-indol-1-yl)pyrrolo[2,1-f][1,2,4]triazin-4-amine